C(C)N(CC)CC(=O)C1=CC=CC=C1 diethylamino-acetophenone